ethyl (2-cyano-2-(2-(3,5-dichloro-4-((4'-methyl-2'-oxospiro[cyclopropane-1,3'-indolin]-5'-yl)oxy)phenyl)hydrazineylidene)acetyl)carbamate C(#N)C(C(=O)NC(OCC)=O)=NNC1=CC(=C(C(=C1)Cl)OC=1C(=C2C3(C(NC2=CC1)=O)CC3)C)Cl